ETHYLENAMINE C=CN